2-{[2-(4-methoxypyridin-2-yl)-5H,6H,7H-cyclopenta[d]pyrimidin-4-yl](methyl)amino}-1-(morpholin-4-yl)ethan-1-one COC1=CC(=NC=C1)C=1N=C(C2=C(N1)CCC2)N(CC(=O)N2CCOCC2)C